C(C)(C)C1=C(NC2=CC=C(C=C12)C1CCN(CC1)C(C)C)C=1N=C(C(N(C1)C)=O)C 5-(3-isopropyl-5-(1-isopropylpiperidin-4-yl)-1H-indol-2-yl)-1,3-dimethylpyrazin-2(1H)-one